ClC[C@]1([C@]([C@H](CC1)CC1=CC=C(C=C1)F)(O)CN1N=CN=C1)C (1S,2R-5R)-2-chloromethyl-5-(4-fluorobenzyl)-2-methyl-1-(1H-1,2,4-triazol-1-ylmethyl)cyclopentanol